NCC=1N=NN(C1)CC1=CC=C(C=C1)CC(=O)N[C@H](C(=O)N1[C@@H](C[C@H](C1)O)C(=O)NCC1=CC=C(C=C1)C1=C(N=CS1)C)C(C)(C)C (2s,4R)-1-((s)-2-(2-(4-((4-(aminomethyl)-1H-1,2,3-triazol-1-yl)methyl)phenyl)acetamido)-3,3-dimethylbutanoyl)-4-hydroxy-N-(4-(4-methylthiazol-5-yl)benzyl)pyrrolidine-2-carboxamide